FC1=CC=C(C=C1)N1N=CC=2C1=NC(=NC2NC(=O)C=2SC(=CC2)[N+](=O)[O-])N2N=C(C=C2)C(F)(F)F N-(1-(4-fluorophenyl)-6-(3-(trifluoromethyl)-1H-pyrazol-1-yl)-1H-pyrazolo[3,4-d]pyrimidin-4-yl)-5-nitrothiophene-2-carboxamide